C(C)(C)(C)OC(=O)N(C1=NC=C(C=C1S(=O)(=O)CC)C(C)(F)F)CC=1SC(=CC1C(=O)OC)C(C(F)(F)F)(F)F methyl 2-[[tert-butoxycarbonyl-[5-(1,1-difluoroethyl)-3-ethylsulfonyl-2-pyridyl]amino]methyl]-5-(1,1,2,2,2-pentafluoroethyl)thiophene-3-carboxylate